5-cyclopropyl-1H-pyrazol-3(2H)-one C1(CC1)C1=CC(NN1)=O